borolate B1C(=CC=C1)C(=O)[O-]